CN(C1CN(C1)C=1N=C(C2=C(N1)C(=C(N=C2)C2=CC(=CC1=CC=C(C(=C21)CC)F)O)F)N2C[C@@](CCC2)(O)C)C (R)-1-(2-(3-(dimethylamino)azetidin-1-yl)-7-(8-ethyl-7-fluoro-3-hydroxynaphthalen-1-yl)-8-fluoropyrido[4,3-d]pyrimidin-4-yl)-3-methylpiperidin-3-ol